BrC=1C=C2C(OCC3=CC=C(C=C3C=3SC(=C(NS(C(C1OC)=C2)(=O)=O)C3)Cl)C#N)=O 19-bromo-5-chloro-20-methoxy-2,2,16-trioxo-15-oxa-2λ6,6-dithia-3-azatetracyclo[15.3.1.14,7.08,13]docosa-1(21),4,7(22),8,10,12,17,19-octaene-10-carbonitrile